2-acetamidoethane C(C)(=O)NCC